FC=1C(=CC=2C3=NNC=4C=CC(OCCCNC(OC(C1C2)C)=O)=CC34)C 5-fluoro-4,7-dimethyl-8,14-dioxa-10,19,20-triazatetracyclo[13.5.2.12,6.018,21]tricosa-1(20),2(23),3,5,15(22),16,18(21)-heptaen-9-one